(methylsulfonyl)amino-2-(((1-(pyrimidin-2-yl)piperidin-4-yl)oxy)methyl)piperidine-1-carboxylate CS(=O)(=O)NC1(N(CCCC1)C(=O)[O-])COC1CCN(CC1)C1=NC=CC=N1